BrC1=CC=C(C2=NN(N=C21)CC(C)C)Br 4,7-dibromo-2-isobutylbenzotriazol